[F-].[Li+].[La+3].[F-].[F-].[F-] lanthanum lithium fluoride